(3S,4S,5R)-3-(4-fluoro-3-methylphenyl)-4,5-dimethyl-5-(trifluoromethyl)dihydrofuran-2(3H)-one FC1=C(C=C(C=C1)[C@H]1C(O[C@]([C@H]1C)(C(F)(F)F)C)=O)C